4-bromo-6-chloro-1H-benzo[d]Imidazole BrC1=CC(=CC=2NC=NC21)Cl